[Mg].C1(C=2C(C(N1)=O)=CC=CC2)=O phthalimide magnesium salt